3-iodo-4-(but-3-en-1-yl)-2-methoxypyridine IC=1C(=NC=CC1CCC=C)OC